N1=C(C=CC=C1)N1N=CC(=C1C(F)(F)F)C(=O)OCC ethyl 1-(pyridin-2-yl)-5-(trifluoromethyl)-1H-pyrazole-4-carboxylate